2-mercapto-5-(3-pyridyl)-1,3,4-oxadiazole SC=1OC(=NN1)C=1C=NC=CC1